[Cl-].[Cl-].[Hf+2].C1(C=CC2=CC=CC=C12)C1=C(C=CC=C1)C1=C(C=CC=C1)C1C=CC2=CC=CC=C12 [2,2'-bis(1-indenyl)biphenyl] hafnium dichloride